C(C)(C)(C)OC(=O)N[C@@H](C(=O)ON1C(CCC1=O)=O)CC(C)C 2,5-dioxopyrrolidin-1-yl (2R)-2-{[(tert-butoxy)carbonyl]amino}-4-methyl-pentanoate